ClC1=NC(=CC(=C1)N1CCN(CC1)CC(=O)N)C1=CC=C(C=C1)OC1=CC=C(C=C1)F 2-(4-(2-chloro-6-(4-(4-fluorophenoxy)phenyl)pyridine-4-yl)piperazin-1-yl)acetamide